NC1=C(N=CC2=C(C(=CC=C12)F)C1=C(N=NC(=C1)OC)OC)C(=O)NC1CC1 4-amino-N-cyclopropyl-8-(3,6-dimethoxypyridazin-4-yl)-7-fluoroisoquinoline-3-carboxamide